C1(CC1)CN1C(=CC2=CC(=CC=C12)OC)C1=NC2=C(N1C)C=CC(=C2)C(=O)N2C[C@@H](CCC2)NC(OC(C)(C)C)=O (R)-tert-butyl (1-(2-(1-(cyclopropylmethyl)-5-methoxy-1H-indol-2-yl)-1-methyl-1H-benzo[d]imidazole-5-carbonyl)piperidin-3-yl)carbamate